(R)-7-cyclobutyl-4,4-difluoro-2-(1H-pyrazol-4-yl)-4,5,7,8-tetrahydro-3-oxa-1-thia-5a,8-diazabenzo[cd]azulen-9(6H)-one C1(CCC1)[C@@H]1CN2C=3C(=C(SC3C(N1)=O)C=1C=NNC1)OC(C2)(F)F